N-[5-[4-[(3-methoxy-2-pyridyl)amino]cyclohexoxy]-7-morpholino-1,6-naphthyridin-3-yl]-N-[(3-methyl-2-nitro-imidazol-4-yl)methyl]methanesulfonamide COC=1C(=NC=CC1)NC1CCC(CC1)OC1=C2C=C(C=NC2=CC(=N1)N1CCOCC1)N(S(=O)(=O)C)CC=1N(C(=NC1)[N+](=O)[O-])C